4-(3-fluorophenyl)-1-(5-(isopropylsulfanyl)-4-(piperazin-1-yl)thiazol-2-yl)-3-methyl-1H-pyrazole-5-carboxylic acid hydrochloride Cl.FC=1C=C(C=CC1)C=1C(=NN(C1C(=O)O)C=1SC(=C(N1)N1CCNCC1)SC(C)C)C